(S)-2-((2-((S)-4-(difluoromethyl)-2-thioxooxazolidin-3-yl)-5,6-dihydrobenzo[f]imidazo[1,2-d][1,4]oxazepin-9-yl)amino)propanamide FC([C@H]1N(C(OC1)=S)C=1N=C2N(CCOC3=C2C=CC(=C3)N[C@H](C(=O)N)C)C1)F